ClC=1C=CC(=C(C1)O)C=1C=2N(C(=NN1)N[C@H]1C[C@H](CCC1)OC)C=NC2 5-chloro-2-(4-{[(1R,3S)-3-methoxycyclohexyl]amino}imidazo[1,5-d][1,2,4]triazin-1-yl)phenol